NC1=NN2C(C=C(C=C2)C=2C(=C(C(=O)NCCC(C3=CC=C(C=C3)C(F)(F)F)O)C=CC2F)C)=N1 (2-amino-[1,2,4]triazolo[1,5-a]pyridin-7-yl)-4-fluoro-N-(3-hydroxy-3-(4-(trifluoromethyl)phenyl)propyl)-2-methylbenzamide